C[C@@H]1COCCN1C(=O)C1=CC(=CC=C1)C1=C2C(=NC=C1)C=C(O2)C2=CC=C(C=C2)S(=O)C ((R)-3-methylmorpholino)(3-(2-(4-(methylsulfinyl)phenyl)furo[3,2-b]pyridin-7-yl)phenyl)methanone